C(CCCCCCC)C(C(=O)OC[C@@H]1C[C@@H](CC(C1)N(C)CCCCO)COC(C(CCCCCCCC)CCCCCCCC)=O)CCCCCCCC |o1:13,15| (rel-(1R,3S,5s)-5-((4-hydroxybutyl)(methyl)amino)cyclohexane-1,3-diyl)bis(methylene) bis(2-octyldecanoate)